NCCNC=1C2=C(N=CN1)C(=CC(=N2)C2=CC=C(C=C2)CN2CCOCC2)C(=O)N 4-[(2-aminoethyl)amino]-6-[4-(morpholin-4-ylmethyl)phenyl]pyrido[3,2-d]pyrimidine-8-carboxamide